ClC(C)C1=CC2=C(OC(O2)(F)F)C=C1 5-(1-chloroethyl)-2,2-difluoro-1,3-benzodioxole